CC1=NOC(=C1C=1C=CC(=C(C1)N(C1=CC=C(C=C1)C1(CC1)C#N)CCC(CCNC=1C=C2C(N(CC2=CC1F)C1ONOCC1)=O)C)C)C (4-((5-(3,5-dimethylisoxazol-4-yl)-2-methylphenyl)(5-((2-(2,6-dioxapiperidin-3-yl)-6-fluoro-3-oxoisoindolin-5-yl)amino)-3-methylpentyl)amino)phenyl)cyclopropane-1-carbonitrile